dimethyl-formamide methyl-3-[[4-chloro-6-(2-isopropyl-6-methyl-phenyl)pyrimidin-2-yl]sulfamoyl]benzoate COC(C1=CC(=CC=C1)S(NC1=NC(=CC(=N1)Cl)C1=C(C=CC=C1C)C(C)C)(=O)=O)=O.CN(C=O)C